2-(TRIMETHYLSILYLMETHYL)-2-propen-1-ol C[Si](C)(C)CC(CO)=C